N-(1-(4-bromobenzyl)-5-cyano-7-methoxy-1H-benzo[d]imidazole-2-yl)-1-ethyl-3-methyl-1H-pyrazole-5-carboxamide BrC1=CC=C(CN2C(=NC3=C2C(=CC(=C3)C#N)OC)NC(=O)C3=CC(=NN3CC)C)C=C1